(4R)-4-[3-[3-[[2-Fluoro-5-(trifluoro-methyl)phenyl]methylamino]azetidin-1-yl]-3-oxo-propyl]oxazolidin-2-one FC1=C(C=C(C=C1)C(F)(F)F)CNC1CN(C1)C(CC[C@H]1NC(OC1)=O)=O